COC1=C(C=CC(=C1)C(F)(F)F)C=1C=2N(C(=NN1)N[C@H]1CN(CCC1)C)C=NC2 1-[2-methoxy-4-(trifluoromethyl)phenyl]-N-[(3R)-1-methylpiperidin-3-yl]imidazo[1,5-d][1,2,4]triazin-4-amine